(S)-3-(1-acryloylpiperidine-4-carboxamido)-N-(2-(dimethylamino)-1-phenylethyl)-6,6-dimethyl-4,6-dihydropyrrolo[3,4-c]pyrazole-5(1H)-carboxamide C(C=C)(=O)N1CCC(CC1)C(=O)NC=1C2=C(NN1)C(N(C2)C(=O)N[C@H](CN(C)C)C2=CC=CC=C2)(C)C